ClC1N(C2(C3=CC(=CC=C13)OC)CCC(CC2)(C(=O)O)NC2=CC(=CC=C2)Cl)C[C@H](COC2=CC=NC=1CCC[C@H](C21)C)C chloro-4-(3-chloroanilino)-6'-methoxy-2'-[(2R)-2-methyl-3-{[(5R)-5-methyl-5,6,7,8-tetrahydroquinolin-4-yl]oxy}propyl]-2',3'-dihydrospiro[cyclohexane-1,1'-isoindole]-4-carboxylic acid